3-fluorocyclohexanol FC1CC(CCC1)O